methylhexan CCCCCCC